C(#N)[Si] cyano-silicon